[5-(4-bromophenyl)tetrazol-2-yl]sodium BrC1=CC=C(C=C1)C=1N=NN(N1)[Na]